(S)-quinuclidin-3-yl (6-methoxy-7-(4-methoxyphenyl)-3,3-dimethylchroman-4-yl)carbamate COC=1C=C2C(C(COC2=CC1C1=CC=C(C=C1)OC)(C)C)NC(O[C@@H]1CN2CCC1CC2)=O